(cis)-allyl 4-(6,6-difluoro-2-(2,2,2-trifluoroacetyl) hexahydropyrrolo[3,2-c]pyrazol-1(2H)-yl)-2,2-dimethylbutyrate FC1(CN[C@@H]2[C@H]1N(N(C2)C(C(F)(F)F)=O)CCC(C(=O)OCC=C)(C)C)F